3-{[2,3-bis(toluenesulfonyloxy)propyl]carbamoyl}-5-(2-methoxyacetamido)benzoic acid C(C1=CC=CC=C1)S(=O)(=O)OC(CNC(=O)C=1C=C(C(=O)O)C=C(C1)NC(COC)=O)COS(=O)(=O)CC1=CC=CC=C1